cyclopropyl-(3-iodo-1-methyl-1H-pyrazol-5-yl)methanol C1(CC1)C(O)C1=CC(=NN1C)I